1,10-bis[4-(4-aminophenoxy)phenoxy]decane NC1=CC=C(OC2=CC=C(OCCCCCCCCCCOC3=CC=C(C=C3)OC3=CC=C(C=C3)N)C=C2)C=C1